C(\C=C/CCCCCC)OC(CCCCCCCOC(COCCCCCCCC(=O)OC\C=C/CCCCCC)COCCOCCOCCOCCOC(C1=CC=CC=C1)(C1=CC=CC=C1)C1=CC=CC=C1)=O [(Z)-non-2-enyl] 8-[2-[8-[(Z)-non-2-enoxy]-8-oxo-octoxy]-3-[2-[2-[2-(2-Trityloxyethoxy)ethoxy]ethoxy]ethoxy]propoxy]octanoate